IC(=CS(=O)(=O)CC1=CC=CC=C1)C1=CC=C(C=C1)C1=CC=CC=C1 4-(1-iodo-2-toluenesulfonyl-vinyl)-1,1'-biphenyl